3-(2,6-difluorophenyl)-1-((5-morpholinopyridin-2-yl)amino)imidazo[1,5-a]pyrazin-8(7H)-one FC1=C(C(=CC=C1)F)C1=NC(=C2N1C=CNC2=O)NC2=NC=C(C=C2)N2CCOCC2